ClC=1C(=NC(=NC1)NC1=CC=C(C=C1)N1CCOCC1)C1=CC=C2C=CN=CC2=C1 5-chloro-4-(isoquinolin-7-yl)-N-(4-morpholinophenyl)pyrimidin-2-amine